3,6-bis(2-amino-4-methyl-5-pyridyloxy)benzonorbornene NC1=NC=C(C(=C1)C)OC1C2C3=C(C1CC2)C=C(C=C3)OC=3C(=CC(=NC3)N)C